N-((S)-1-(4-((2-chloro-7-((S)-1-methoxyethyl)-[1,2,4]triazolo[1,5-a]pyrimidin-6-yl)amino)phenyl)-2,2,2-trifluoroethyl)-N-methylpiperidine-4-carboxamide hydrochloride Cl.ClC1=NN2C(N=CC(=C2[C@H](C)OC)NC2=CC=C(C=C2)[C@@H](C(F)(F)F)N(C(=O)C2CCNCC2)C)=N1